N1C[C@@H](CC1)NC1=CC=CC(=N1)C1=CN=C2N1C=C(N=C2)CC(C)O [3-[6-[[(3R)-pyrrolidin-3-yl]amino]-2-pyridinyl]imidazo[1,2-a]pyrazin-6-yl]propan-2-ol